OCC(CO)(C(CC)C)C 2-hydroxymethyl-2,3-dimethyl-1-pentanol